2,2-dimethyl-1-(4-(((2r,3r,4r,5s)-3,4,5-trihydroxy-2-methylpiperidin-1-yl)methyl)piperidin-1-yl)propan-1-one 6-ketoheptanoate O=C(CCCCC(=O)O)C.CC(C(=O)N1CCC(CC1)CN1[C@@H]([C@H]([C@@H]([C@H](C1)O)O)O)C)(C)C